6-bromobenzo[d]thiazole-2-carboxylic acid methyl ester COC(=O)C=1SC2=C(N1)C=CC(=C2)Br